trans-1,2-bis[bis(3,5-dimethylphenyl)phosphinomethyl]cyclobutane CC=1C=C(C=C(C1)C)P(C1=CC(=CC(=C1)C)C)C[C@H]1[C@@H](CC1)CP(C1=CC(=CC(=C1)C)C)C1=CC(=CC(=C1)C)C